3-chloromethyl-d2-1-methyl-1H-1,2,4-triazole hydrochloride Cl.ClC(C1=NN(C=N1)C)([2H])[2H]